7-(5-(5-((1R,5S,8s)-8-hydroxy-3-azabicyclo[3.2.1]oct-3-yl)-1,3,4-thiadiazol-2-yl)-4-(isopropylamino)pyridin-2-yl)pyrrolo[1,2-b]pyridazine-3-carbonitrile OC1[C@H]2CN(C[C@@H]1CC2)C2=NN=C(S2)C=2C(=CC(=NC2)C2=CC=C1N2N=CC(=C1)C#N)NC(C)C